C[C@]12CC3(CC(C[C@@](C1)(C3)C)C2)NC(NC2CCN(CC2)C(=O)C2=CC=C(C(=O)NO)C=C2)=N 4-(4-(3-((1r,3r,5s,7r)-3,5-dimethyladamantan-1-yl)guanidino)piperidine-1-carbonyl)-N-hydroxybenzoamide